C(CCC)N1C(N(C(C(C1=O)=C(N)N)=O)C1CCC(CC1)NCCNC(OC(C)(C)C)=O)=O tert-butyl (2-(((1s,4s)-4-(3-butyl-5-(diaminomethylene)-2,4,6-trioxotetrahydropyrimidin-1(2H)-yl)cyclohexyl)amino)ethyl)carbamate